3,7-dichloro-phenothiazin-5-ium chloride [Cl-].ClC=1C=CC2=NC3=CC=C(C=C3[S+]=C2C1)Cl